CC(=CCCC(C=C)=C)C 7-Methyl-3-methylen-1,6-octadiene